((4-chlorophenoxy)methyl)-5-(1H-tetrazol-5-yl)pyridine ClC1=CC=C(OCC2=NC=C(C=C2)C2=NN=NN2)C=C1